FC1=C(C(=CC=C1)F)C=1OCC(N1)C1=CC=C(C=C1)CSSCC1=C(C=C(C=C1C)C)C 2-(2,6-Difluorophenyl)-4-(4-(((2,4,6-trimethylbenzyl)disulfaneyl)methyl)phenyl)-4,5-dihydrooxazole